2-(3-((2-amino-4-hydroxy-6-methylpyrimidin-5-yl)methyl)-4-methoxyphenyl)-2-methylpropanenitrile NC1=NC(=C(C(=N1)O)CC=1C=C(C=CC1OC)C(C#N)(C)C)C